((1R,4S)-2-(2,6-dichloropyrimidin-4-yl)-2-azabicyclo[2.2.1]hept-1-yl)methanol ClC1=NC(=CC(=N1)N1[C@@]2(CC[C@H](C1)C2)CO)Cl